(S)-O5-([1,1'-biphenyl]-4-ylmethyl) O1-tert-butyl 2-(((chloromethyl)sulfonyl)oxy)pentanedioate ClCS(=O)(=O)O[C@H](C(=O)OC(C)(C)C)CCC(=O)OCC1=CC=C(C=C1)C1=CC=CC=C1